CC=1OC2=C(N1)C=CC(=C2)B(O)O (2-methylbenzo[d]oxazol-6-yl)boronic acid